N-[3-fluoro-4-[(6-methoxy-1,5-naphthyridin-4-yl)oxy]phenyl]-5-(4-fluorophenyl)-1,6-dimethyl-4-oxopyridine-3-carboxamide FC=1C=C(C=CC1OC1=CC=NC2=CC=C(N=C12)OC)NC(=O)C1=CN(C(=C(C1=O)C1=CC=C(C=C1)F)C)C